FC1=C(C(=C(C(=C1F)F)F)F)[B-](C1=C(C(=C(C(=C1F)F)F)F)F)(C1=C(C(=C(C(=C1F)F)F)F)F)C1=C(C(=C(C(=C1F)F)F)F)F.OC1=CC=C(C=C1)[S+](C)C (4-hydroxyphenyl)dimethylsulfonium tetrakis(2,3,4,5,6-pentafluorophenyl)borate